OC(C)(C)C1=C(C=C(C=N1)OCCN1CCC2(CC1)C(NC1=CC=C(C=C12)C#N)=O)C(F)(F)F 1'-(2-{[6-(2-hydroxypropan-2-yl)-5-(trifluoromethyl)pyridin-3-yl]oxy}ethyl)-2-oxo-1,2-dihydrospiro[indole-3,4'-piperidine]-5-carbonitrile